coumarin-5-one O1C(=O)CC=C2C(C=CC=C12)=O